(rac)-tert-butyl 4-[2-[[tetrahydrofuran-3-yl]amino]-5H-pyrrolo[2,3-b]pyrazin-7-yl]piperidine-1-carboxylate O1C[C@@H](CC1)NC=1N=C2C(=NC1)NC=C2C2CCN(CC2)C(=O)OC(C)(C)C |r|